COC1=C(C=CC(=C1)OC)CNCC1=CC=CC=C1 N-[(2,4-dimethoxyphenyl)methyl]-1-phenyl-methanamine